C(C1=CC=CC=C1)ON1C(C(CCC1)P(O)([O-])=O)=O Hydrogen (1-(benzyloxy)-2-oxopiperidin-3-yl)phosphonate